CN(C)\C=C\1/C(CC(CC1)(C)C)=O (Z)-2-((dimethylamino)methylene)-5,5-dimethylcyclohexane-1-one